6-bromo-2-(5-fluoro-3-pyridyloxy)aniline BrC1=CC=CC(=C1N)OC=1C=NC=C(C1)F